N-(4-(4-amino-5-(3-fluoro-4-((4-(trifluoromethyl)pyrimidin-2-yl)oxy)phenyl)-7-methyl-7H-pyrrolo[2,3-d]pyrimidin-6-yl)phenyl)-2-cyclopropylacrylamide NC=1C2=C(N=CN1)N(C(=C2C2=CC(=C(C=C2)OC2=NC=CC(=N2)C(F)(F)F)F)C2=CC=C(C=C2)NC(C(=C)C2CC2)=O)C